(R)-N-((E)-1-(2-((1,3-dioxoisoindolin-2-yl)methyl)-5-fluoro-2-methyl-2,3-dihydrobenzofuran-7-yl)ethylidene)-2-methylpropane-2-sulfinamide O=C1N(C(C2=CC=CC=C12)=O)CC1(OC2=C(C1)C=C(C=C2\C(\C)=N\[S@](=O)C(C)(C)C)F)C